ClC1=C(C=CC=C1)CC(=O)NC1=CC(=NC=C1)N(C(C)=O)C1=CC(=C(C=C1)OC)F N-{4-[2-(2-chlorophenyl)acetamido]pyridin-2-yl}-N-(3-fluoro-4-methoxyphenyl)acetamide